ClC1=NC2=CC(=NC=C2C=C1)CNC(OCCCC)=O Butyl ((2-chloro-1,6-naphthyridin-7-yl)methyl)carbamate